BrC=1C=C2C=CC=NC2=C(C1)C=1C(=NC=C(N1)NC(C)CCCN(CC)CC)C(=O)N (6-bromoquinolin-8-yl)-5-((5-(diethylamino)pentan-2-yl)amino)pyrazine-2-carboxamide